OCC(O)CO (+)-Glycerol